N-((4,6-dimethyl-2-oxo-1,2-dihydropyridin-3-yl)methyl)-6-methyl-2-(1-methyl-1H-imidazol-4-yl)-5-(1-morpholinoethyl)indolizine-7-carboxamide CC1=C(C(NC(=C1)C)=O)CNC(=O)C=1C(=C(N2C=C(C=C2C1)C=1N=CN(C1)C)C(C)N1CCOCC1)C